2-((1S,3R)-3-(3-(2-(3-methylisoxazol-5-yl)acetamido)-1H-pyrazol-5-yl)cyclopentyl)acetic acid CC1=NOC(=C1)CC(=O)NC1=NNC(=C1)[C@H]1C[C@H](CC1)CC(=O)O